NC1=CC=C(C(=C1C(=O)N(C)C)F)C=1C(=C2C(=NC1)NCC21CC(CC1)N1C(=NC=C1)C)Cl 6-Amino-3-(4'-chloro-3-(2-methyl-1H-imidazol-1-yl)-1',2'-dihydrospiro[cyclopentane-1,3'-pyrrolo[2,3-b]pyridin]-5'-yl)-2-fluoro-N,N-dimethylbenzamide